(R)-N'-((2-isopropyl-6-(2-methoxypyridin-4-yl)phenyl)carbamoyl)-6,7-dihydro-5H-pyrazolo[5,1-b][1,3]oxazine-3-sulfonimidamide C(C)(C)C1=C(C(=CC=C1)C1=CC(=NC=C1)OC)NC(=O)N=[S@](=O)(N)C=1C=NN2C1OCCC2